FC(C(=O)O)(F)F.C1N(CC12CCNCC2)C2CCN(CC2)C2=CC(=C(C(=O)N(C)C)C=C2)Cl 4-(4-(2,7-diazaspiro[3.5]nonan-2-yl)piperidin-1-yl)-2-chloro-N,N-dimethylbenzamide, 2,2,2-trifluoroacetate salt